OCC1N(C(CC1)=O)C(=O)N 2-(hydroxymethyl)-5-oxopyrrolidine-1-carboxamide